1-cyclopropyl-6,7-difluoro-8-methoxy-1,4-dihydro-4-oxoquinoline-3-carboxylic acid ethyl ester C(C)OC(=O)C1=CN(C2=C(C(=C(C=C2C1=O)F)F)OC)C1CC1